C(CC)C(C(=O)OCC=1C(=NC=CC1C)C=1C=NC=CC1)=C (4-methyl-2-(pyridine-3-yl)pyridine-3-yl)methanol propyl-acrylate